C(C1=CC=CC=C1)(C1=CC=CC=C1)(C1=CC=CC=C1)OC(C1=CC=CC=C1)(C1=CC=CC=C1)C1=CC=CC=C1 triphenylmethyl (trityl) ether